N-(4-((6S,8R)-7-((1-fluorocyclopropyl)methyl)-8-methyl-6,7,8,9-tetrahydro-3H-pyrazolo[4,3-J]isoquinolin-6-yl)-3-methoxyphenyl)-1-(3-fluoropropyl)azetidin-3-amine FC1(CC1)CC1C2[C@H](CN=C3C2(C=C[C@@H]1C1=C(C=C(C=C1)NC1CN(C1)CCCF)OC)CN=N3)C